BrCC1=C(C=C(C=C1)C1(COC1)NC(OCC1=CC=CC=C1)=O)OC benzyl (3-(4-(bromomethyl)-3-methoxyphenyl)oxetan-3-yl)carbamate